4-Chloro-3-(3',5'-difluoro-4'-methoxy-[1,1'-biphenyl]-4-yl)-7-methoxy-2-methylquinoline ClC1=C(C(=NC2=CC(=CC=C12)OC)C)C1=CC=C(C=C1)C1=CC(=C(C(=C1)F)OC)F